3-(5-(difluoromethyl)-1,3,4-thiadiazol-2-yl)-8-((2R,5R)-2-(hydroxymethyl)-5-methylmorpholino)-N-(1-methylcyclopropyl)imidazo[1,5-a]pyridine-6-sulfonamide FC(C1=NN=C(S1)C1=NC=C2N1C=C(C=C2N2C[C@@H](OC[C@H]2C)CO)S(=O)(=O)NC2(CC2)C)F